4-((3-(4-meth-oxyphenyl)imidazo[1,2-a]pyrazin-8-yl)amino)-2-methyl-N-(1-methylpiperidin-4-yl)benzamide COC1=CC=C(C=C1)C1=CN=C2N1C=CN=C2NC2=CC(=C(C(=O)NC1CCN(CC1)C)C=C2)C